3-((S)-2-hydroxy-3-((R)-8-(1-methyl-2,3-dihydro-1H-pyrido[2,3-b][1,4]oxazin-7-ylsulfonyl)-1-oxa-8-azaspiro[4.5]decan-3-ylamino)propoxy)-N-methylbenzenesulfonamide O[C@H](COC=1C=C(C=CC1)S(=O)(=O)NC)CN[C@H]1COC2(C1)CCN(CC2)S(=O)(=O)C2=CC1=C(OCCN1C)N=C2